4-((3-Chlorophenyl)methoxy)benzoic acid ClC=1C=C(C=CC1)COC1=CC=C(C(=O)O)C=C1